N[C@@H]1C2=CC=CC=C2CC12CCN(CC2)C=2NC(C1=C(N2)NN=C1C1(CC1)C=1OC(=CN1)C)=O (S)-6-(1-amino-1,3-dihydrospiro[indene-2,4'-piperidine]-1'-yl)-3-(1-(5-methyloxazol-2-yl)cyclopropyl)-1,5-dihydro-4H-pyrazolo[3,4-d]pyrimidin-4-one